ClC1=CC(=CC=2CNC(COC21)COC)N2C=CC1=CC(=CC=C21)F 9-chloro-7-(5-fluoroindol-1-yl)-3-(methoxymethyl)-2,3,4,5-tetrahydro-1,4-benzoxazepine